1-(2-benzyl-oxy-phenyl)-3-(4-trifluoromethoxy-phenyl)-urea C(C1=CC=CC=C1)OC1=C(C=CC=C1)NC(=O)NC1=CC=C(C=C1)OC(F)(F)F